C(C1=CC=CC=C1)OC1=NC(=CC=C1C1=CC=C(C=C1)N1CCC(CC1)CCO)OCC1=CC=CC=C1 2-[1-[4-(2,6-dibenzyloxy-3-pyridyl)phenyl]-4-piperidyl]ethanol